(2S,4R)-1-(tert-butoxycarbonyl)-4-(6-fluoro-2-methyl-4-carbonylquinolin-1(4H)-yl)pyrrolidine-2-carboxylic acid methyl ester COC(=O)[C@H]1N(C[C@@H](C1)N1C(=CC(C2=CC(=CC=C12)F)=C=O)C)C(=O)OC(C)(C)C